C(C)ON1N=C2C=C(C=CC2=C1)N ethoxy-2H-indazol-6-amine